2-[4-[4-[5-hydroxy-5-(trifluoromethyl)-4H-1,2-oxazol-3-yl]phenyl]pyrazol-1-yl]acetic acid OC1(CC(=NO1)C1=CC=C(C=C1)C=1C=NN(C1)CC(=O)O)C(F)(F)F